2-[Methyl]pyrazole-4-amine CN1N=CC(=C1)N